C(#N)C1=CC=2N(N=C1)C(=CC2)C2=CC(=C(C=N2)C2=NN=C(S2)N2CC(C(CC2)NC(C)=O)(F)F)NC2(COC2)C N-(1-(5-(6-(3-cyanopyrrolo[1,2-b]pyridazin-7-yl)-4-((3-methyloxetan-3-yl)amino)pyridin-3-yl)-1,3,4-thiadiazol-2-yl)-3,3-difluoropiperidin-4-yl)acetamide